BrC1=CC=C(C=C1)C=1N(C=C(N1)C(F)(F)F)C(C)C 2-(4-bromophenyl)-1-(propan-2-yl)-4-(trifluoromethyl)-1H-imidazole